CSCCC1C(NC(N1)=O)=O 5-(beta-methylmercapto-ethyl)-hydantoin